4-((1R,4R)-5-(4-(2-(2-aminopyridin-3-yl)-5-phenyl-3H-imidazo[4,5-b]pyridin-3-yl)benzyl)-2,5-diazabicyclo[2.2.1]heptan-2-yl)-1,3,5-triazine-2-carbonitrile NC1=NC=CC=C1C1=NC=2C(=NC(=CC2)C2=CC=CC=C2)N1C1=CC=C(CN2[C@H]3CN([C@@H](C2)C3)C3=NC(=NC=N3)C#N)C=C1